C(#N)C1=CN=C2N1C(=CC(=C2)C=2N=NN(C2C)C2CCN(CC2)C(=O)OC(C)(C)C)OC(C)C=2C=NC=C(C2)C(F)(F)F tert-Butyl 4-[4-[3-cyano-5-[1-[5-(trifluoromethyl)-3-pyridyl]ethoxy]imidazo[1,2-a]pyridin-7-yl]-5-methyl-triazol-1-yl]piperidine-1-carboxylate